ClC1=C(C=CC=C1Cl)C1=C2C(=NC=C1)N(C(=N2)C(=O)N[C@H]2CCOC1=CC=CC=C21)C 7-(2,3-Dichlorophenyl)-N-[(4S)-3,4-dihydro-2H-chromen-4-yl]-3-methyl-3H-imidazo[4,5-b]pyridine-2-carboxamide